BrC1=CC(=C(C(=O)OC)C=C1Cl)F methyl 4-bromo-5-chloro-2-fluorobenzoate